N[C@@H](CCC(=O)NO)C(=O)O gamma-glutamyl-hydroxylamine